(E)-2-(((2-(tert-butyl)benzo[d]-oxazol-6-yl)oxy)-methyl)-3-fluoro-prop-2-en-1-amine 4-methyl-benzenesulfonate CC1=CC=C(C=C1)S(=O)(=O)O.C(C)(C)(C)C=1OC2=C(N1)C=CC(=C2)OC\C(\CN)=C\F